[Br-].C[N+](CCCCCCCCCCCCCCCCCC)(CCCCCCCCCCCCCCCCCC)C dimethyldi-octadecylammonium bromide